3-(6-(4-ethynyl-2-hydroxyphenyl)-5-methylpyridazin-3-yl)-1-methylimidazolidin-4-one C(#C)C1=CC(=C(C=C1)C1=C(C=C(N=N1)N1CN(CC1=O)C)C)O